ONC(CCCCCCNC(=O)N1CC2=C(N(C=3C=CC=CC23)CC)CC1)=O N-(7-(hydroxyamino)-7-oxoheptyl)-5-ethyl-1,3,4,5-tetrahydro-2H-pyrido[4,3-b]indole-2-carboxamide